C1(CCCCCCC1)C(NC(=O)C=1C(=NOC1)C)C1=NC2=C(N1)C(=CC=C2OC)F N-[cyclooctyl-(7-fluoro-4-methoxy-1H-benzoimidazol-2-yl)methyl]-3-methylisoxazole-4-carboxamide